N-(3-((methyl(2-(1-(4-oxo-3,4-dihydropyrido[3,4-d]pyrimidin-8-yl)-1H-pyrazol-4-yl)ethyl)amino)methyl)phenyl)acrylamide CN(CCC=1C=NN(C1)C1=NC=CC2=C1N=CNC2=O)CC=2C=C(C=CC2)NC(C=C)=O